CC1=CC=CC(=N1)C1=NC(=CC=C1C=1C=CC=2N(C1)C(=CN2)C(=O)N)C(F)(F)F 6-(6'-Methyl-6-(trifluoromethyl)-[2,2'-bipyridin]-3-yl)imidazo[1,2-a]pyridin-3-carboxamid